2-(3-chloro-4-fluoro-anilino)ethanol ClC=1C=C(NCCO)C=CC1F